Tert-butylphosphonium tetrafluoroborate F[B-](F)(F)F.C(C)(C)(C)[PH3+]